2-(3-(3-(3,4-dimethoxyphenyl)-1-((1-(3,3-dimethyl-2-oxopentanoyl)piperidine-2-carbonyl)oxy)propyl)phenoxy)acetic acid COC=1C=C(C=CC1OC)CCC(OC(=O)C1N(CCCC1)C(C(C(CC)(C)C)=O)=O)C=1C=C(OCC(=O)O)C=CC1